7-(3-bromo-4-methoxyphenyl)-12-phenylbenzo[k]fluoranthene BrC=1C=C(C=CC1OC)C1=C2C(=C(C=3C=4C=CC=C5C=CC=C(C13)C54)C5=CC=CC=C5)C=CC=C2